3-{[(tert-butoxy)carbonyl]amino}-1-hydroxycyclobutane-1-carboxylic acid C(C)(C)(C)OC(=O)NC1CC(C1)(C(=O)O)O